(2S)-5-amino-1-[(2-amino-2-oxoethyl)amino]-1-oxopentan NCCCCC(=O)NCC(=O)N